C(=CC=C)O[Bi](C1=CC(=CC(=C1)[Bi](OC=CC=C)OC=CC=C)[Bi](OC=CC=C)OC=CC=C)OC=CC=C 1,3,5-tris(di(buta-1,3-dien-1-yloxy)bismuthanyl)benzene